calcium furandicarboxylate O1C(=C(C=C1)C(=O)[O-])C(=O)[O-].[Ca+2]